The molecule is an amino tetrasaccharide that is 2-acetamido-2-deoxy-alpha-D-galactopyranosyl-(1->3)-alpha-D-galactopyranosyl-(1->3)-2-acetamido-2-deoxy-D-galactopyranose in which the hydroxy group at position 2 of the central alpha-D-galactopyranosyl moiety has been glycosylated by an alpha-L-fucopyranosyl group. It is an amino tetrasaccharide and a member of acetamides. It derives from an alpha-D-GalpNAc-(1->3)-[alpha-L-Fucp-(1->2)]-alpha-D-Galp. C[C@H]1[C@H]([C@H]([C@@H]([C@@H](O1)O[C@@H]2[C@H]([C@H]([C@H](O[C@@H]2O[C@H]3[C@H]([C@H](OC([C@@H]3NC(=O)C)O)CO)O)CO)O)O[C@@H]4[C@@H]([C@H]([C@H]([C@H](O4)CO)O)O)NC(=O)C)O)O)O